rac-methyl 3-((4R,5S)-7-ethyl-6-oxo-1-phenyl-5-(3-(trifluoromethyl)benzamido)-4,5,6,7-tetrahydro-1H-pyrazolo[3,4-b]pyridin-4-yl)benzoate C(C)N1C2=C([C@H]([C@@H](C1=O)NC(C1=CC(=CC=C1)C(F)(F)F)=O)C=1C=C(C(=O)OC)C=CC1)C=NN2C2=CC=CC=C2 |r|